benzyl (R)-(1-(4-(4-((1-(tert-butyl)-1H-1,2,3-triazole-4-carboxamido)methyl)-3-methylphenyl)pyridin-3-yl)piperidin-3-yl)(methyl)carbamate C(C)(C)(C)N1N=NC(=C1)C(=O)NCC1=C(C=C(C=C1)C1=C(C=NC=C1)N1C[C@@H](CCC1)N(C(OCC1=CC=CC=C1)=O)C)C